C(C)(=O)N1CCCCC1 1-acetylpiperidin